CN1C2=C(OCC1=O)C=CC(=C2)C(=O)NC2=CC=C(C=C2)S(=O)(=O)N2CCCCC2 4-methyl-3-oxo-N-(4-(piperidin-1-ylsulfonyl)phenyl)-3,4-dihydro-2H-benzo[b][1,4]oxazine-6-carboxamide